C1=C(C=CC=2C3=CC=CC=C3CC12)B1OC(C)(C)C(C)(C)O1 2-fluorenylboronic acid pinacol ester